5-[4-(2-iodobenzoyl)aminophenyl]-1,2,3,4,8,9,10,11-octahydronaphtho[1,2-B][1,4]diazepine-2,4(3H,5h)-dione C1CCC2C(C1)CCC3C2NC(=O)CC(=O)N3C4=CC=C(C=C4)NC(=O)CC5=CC=CC=C5I